FC=1C=C(C=C2C=CN(C(C12)=O)[C@@H]1CNCC1)C=1C=C(C=2N(C1)C=C(N2)C)F (S)-8-fluoro-6-(8-fluoro-2-methylimidazo[1,2-a]pyridin-6-yl)-2-(pyrrolidin-3-yl)isoquinolin-1(2H)-one